FC1=C(C=CC(=C1)C#CCN1CCCC1)O fluoro-4-(3-pyrrolidin-1-ylprop-1-ynyl)phenol